FC(C(=O)O)(F)F.FC(C(=O)O)(F)F.CN1CCC2(CN(C2)C=2N=NC(=CN2)C2=C(C=C(C=C2)C2=CN=C(O2)C)O)CC1 2-[3-(7-methyl-2,7-diazaspiro[3.5]non-2-yl)-1,2,4-triazin-6-yl]-5-(2-methyl-1,3-oxazol-5-yl)phenol bistrifluoroacetate salt